C(C1=C(C=CC=C1)P)C1=C(C=CC=C1)P (methylenedi-2,1-phenylene)bis(phosphine)